Methyl-4-(1-methoxyisoquinolin-5-yl)-5-(trifluoromethyl)-1H-imidazole-1-carboxylic acid CC=1N(C(=C(N1)C1=C2C=CN=C(C2=CC=C1)OC)C(F)(F)F)C(=O)O